N-(2,5-dioxo-1-phenyl-3-pyrrolidinyl)-N-phenylfumaramic acid O=C1N(C(CC1N(C(/C=C/C(=O)O)=O)C1=CC=CC=C1)=O)C1=CC=CC=C1